C(CSSCCS(=O)(=O)[O-])S(=O)(=O)[O-] 2,2'-dithiobisethanesulfonate